S1C(=CC2=C1C=CC=C2)C2=C(N=C(O2)C)C2=C(C=C(C=C2)Cl)Cl 5-(benzothiophen-2-yl)-4-(2,4-dichlorophenyl)-2-methyloxazole